3-[4-(4,4,5,5-tetramethyl-1,3,2-dioxaborolan-2-yl)phenyl]dibenzofuran CC1(OB(OC1(C)C)C1=CC=C(C=C1)C=1C=CC2=C(OC3=C2C=CC=C3)C1)C